N=1N(N=CC1)C1=CC=C(C#N)C=C1 4-(2H-1,2,3-triazol-2-yl)benzonitril